isopropyl-2-methylbenzoyl-diphenylphosphine oxide C(C)(C)C1=C(C=CC=C1)P(C1=CC=CC=C1)(C(C1=C(C=CC=C1)C)=O)=O